C(C)(C)(C)NS(=O)(=O)C1=CC(=CC=C1)NC1=NC(=NC=C1C)NC1=CC=C(C=C1)N1CCN(CC1)C(C1=CC(=CC=C1)F)=O N-(tert-butyl)-3-((2-((4-(4-(3-fluorobenzoyl)piperazin-1-yl)phenyl)amino)-5-methylpyrimidin-4-yl)amino)benzenesulfonamide